(3-(methacryloylamino)propyl)dimethyl(3-sulfopropyl)ammonium hydroxide [OH-].C(C(=C)C)(=O)NCCC[N+](CCCS(=O)(=O)O)(C)C